2-(4-chloro-3-fluorophenoxy)-N-(3-{2-[(4-fluorophenyl)methoxy]acetylamino}-bicyclo[1.1.1]pentan-1-yl)acetamide 2-((5-bromo-1-(tetrahydrofuran-3-yl)-1H-indol-3-ylethynyl)phenyl)acetate BrC=1C=C2C(=CN(C2=CC1)C1COCC1)C#CC1=C(C=CC=C1)CC(=O)O.ClC1=C(C=C(OCC(=O)NC23CC(C2)(C3)NC(COCC3=CC=C(C=C3)F)=O)C=C1)F